Br.FC1=CC=C(C=C1)C=1N=C2SC=C(N2C1)CC(=O)O 2-[6-(4-fluorophenyl)imidazo[2,1-b]thiazol-3-yl]acetate hydrobromide